NC1=NC(=NN1C)C1=CC=C(C=C1)C=NN=C1SCC(N1C1=C(C=CC=C1)C(C)C)=O 2-[[4-(5-amino-1-methyl-1,2,4-triazol-3-yl)phenyl]methylenehydrazono]-3-(2-isopropylphenyl)thiazolidin-4-one